C(C)(C)(C)OC(=O)N1C[C@@H](CC1)CBr.ClC[Si](C=CC)(C)C (chloromethyl)-dimethyl-(1-propen-1-yl)silane tert-butyl-(R)-3-(bromomethyl)pyrrolidine-1-carboxylate